OC=1C=C2C3(C(N(C2=CC1)C1OCCCC1)=O)CCC3 5'-hydroxy-1'-(tetrahydro-2H-pyran-2-yl)spiro[cyclobutane-1,3'-indolin]-2'-one